[Fe+2].[Ni+] nickel (i)-iron